rac-(1R,2R,4R)-4-(5-(((benzyloxy)carbonyl)amino)-1-(tert-butyl)-1H-pyrazol-3-yl)-2-hydroxycyclopentyl acetate C(C)(=O)O[C@H]1[C@@H](C[C@H](C1)C1=NN(C(=C1)NC(=O)OCC1=CC=CC=C1)C(C)(C)C)O |r|